C(#N)C1=C(C=C(C=C1)C1=CC(=NN1C1=CC=C(C=C1)N1CCC(CC1)OCCCOP(=O)(OC)OC)C(=O)N1C[C@@H](CCC1)NC(OC(C)(C)C)=O)F tert-butyl (R)-(1-(5-(4-cyano-3-fluorophenyl)-1-(4-(4-(3-((dimethoxyphosphoryl)oxy) propoxy)piperidin-1-yl)phenyl)-1H-pyrazole-3-carbonyl)piperidin-3-yl)carbamate